Cl.C12CN(CC(CC1)N2)C2=C1C(=NC=C2)N(CC1)C(=O)NC=1C(=CC=2N(C1)N=CN2)C 4-(3,8-diazabicyclo[3.2.1]octan-3-yl)-N-(7-methyl-[1,2,4]triazolo[1,5-a]pyridin-6-yl)-2,3-dihydro-1H-pyrrolo[2,3-b]pyridine-1-carboxamide hydrochloride